C(C)[C@]1(C(OCC=2C(N3CC=4C(=NC=5C=CC(=CC5C4CC)O)C3=CC21)=O)=O)O 4(S),11-Diethyl-4,9-dihydroxy-3,4,12,14-tetrahydro-1H-pyrano[3',4':6,7]indolizino[1,2-b]quinoline-3,14-dione